ClC1=C(C(=CC(=C1)F)F)NC=1N(C2=NC(=NC=C2N1)N[C@H]1C[C@@](CCC1)(C)O)C1CCC(CC1)C(=O)N (1S,4s)-4-(8-(2-chloro-4,6-difluorophenylamino)-2-((1R,3S)-3-hydroxy-3-methylcyclohexylamino)-9H-purin-9-yl)cyclohexanecarboxamide